ClC=1C=CC(=NC1C=1N=NN(N1)CC1=C(C=CC(=C1)OC(F)(F)F)F)C(CS(=O)(=O)N(CC1=CC=C(C=C1)OC)CC1=CC=C(C=C1)OC)(C)O 2-(5-chloro-6-(2-(2-fluoro-5-(trifluoromethoxy)benzyl)-2H-tetrazol-5-yl)pyridin-2-yl)-2-hydroxy-N,N-bis(4-methoxybenzyl)propane-1-sulfonamide